3-(trifluoro(Methyl)phenoxy)benzonitrile FC=1C(=C(C(=C(OC=2C=C(C#N)C=CC2)C1)C)F)F